[Na].C1(N=NC(C2=CC=CC=C12)=O)=O phthalazinedione sodium salt